[N].[Si](Cl)Cl silicon dichloride nitrogen